FC1(OC2=C(O1)C=CC(=C2)N(C(=O)C=2C=C(C=CC2)N2N=C(C=1CCCC(C21)NC=2C=CC=NC2)C(F)(F)F)C)F 5-[[1-[3-[(2,2-Difluoro-1,3-benzodioxol-5-yl)-methyl-carbamoyl]phenyl]-3-(trifluoromethyl)-4,5,6,7-tetrahydroindazol-7-yl]amino]pyridin